CS(=O)(=O)OCC1=C(C=NC=C1F)C1C(NC(CC1)=O)=O (3-(2,6-dioxopiperidin-3-yl)-5-fluoropyridin-4-yl)methyl methanesulfonate